2-[(propan-2-yl)amino]-5-[5-(quinolin-6-yl)-1,3,4-oxadiazol-2-yl]benzonitrile CC(C)NC1=C(C#N)C=C(C=C1)C=1OC(=NN1)C=1C=C2C=CC=NC2=CC1